C(C1=CC=CC=C1)(=O)N1C(SC(C1=O)=CC1=C(C=CC(=C1)N=NC1=CC=C(C=C1)OC)O)=NC1=CC=C(C(=O)O)C=C1 4-((3-benzoyl-5-(2-hydroxy-5-((4-methoxyphenyl)diazenyl)benzylidene)-4-oxothiazolidin-2-ylidene)amino)benzoic acid